N1=CC(=CC=C1)CC1=CC=CC=2N=C(NC21)C=2NC=CC2 (pyridin-3-ylmethyl)-2-(pyrrol-2-yl)benzimidazole